2-(3,5-dihydroxyphenyl)ethanone OC=1C=C(C=C(C1)O)CC=O